N-(2-methoxyethyl)-4-[6-(pyrrolidin-1-yl)-2-{[1-(tetrahydro-2H-pyran-4-yl)-1H-pyrazolo[4,3-c]pyridin-6-yl]amino}pyrimidin-4-yl]piperazine-1-carboxamide COCCNC(=O)N1CCN(CC1)C1=NC(=NC(=C1)N1CCCC1)NC1=CC2=C(C=N1)C=NN2C2CCOCC2